[Cl-].C[N+](CCCCCCCCCCCCCCCCCC)(C1=CC=CC2=CC=CC=C12)C dimethylnaphthyl-octadecyl-ammonium chloride